4-isopropoxybenzene-1,2-diamine C(C)(C)OC=1C=C(C(=CC1)N)N